C(\C=C\C1=CC(OC)=C(O)C=C1)(=O)O (trans)-ferulic acid